C(C)(=O)O[C@H]1[C@H](O[C@H]([C@@H]([C@H]1OC(C)=O)NC(C)=O)OCCCCC(=O)OCC1=CC=CC=C1)COC(C)=O (2R,3R,4R,5R,6R)-5-acetamido-2-(acetoxymethyl)-6-((5-(benzyloxy)-5-oxopentyl)oxy)tetrahydro-2H-pyran-3,4-diyl diacetate